N-(2,6-dimethylpyrimidin-4-yl)-5-[5-methyl-3-[[(2R)-1-methylazetidin-2-yl]methoxy]isoxazol-4-yl]pyrazolo[1,5-a]pyridin-2-amine CC1=NC(=CC(=N1)NC1=NN2C(C=C(C=C2)C=2C(=NOC2C)OC[C@@H]2N(CC2)C)=C1)C